C(C1=CC=CC=C1)OC1CC(C1)OC1=CC(=NC(=N1)N1N=C(C=C1)C)NC1CCC(CC1)(F)F 6-(3-(benzyloxy)cyclobutoxy)-N-(4,4-difluorocyclohexyl)-2-(3-methyl-1H-pyrazol-1-yl)pyrimidin-4-amine